C(#N)N1CCC(CC1)N1N=NC(=C1C)C1=CC=2N(C(=C1)OC(C)C=1C=NSC1)C(=CN2)C#N 7-[1-(1-Cyano-4-piperidyl)-5-methyl-triazol-4-yl]-5-(1-isothiazol-4-ylethoxy)imidazo[1,2-a]pyridine-3-carbonitrile